carbamoyl-4,4-dimethoxy[1,1-biphenyl]-2-carboxylic acid C(N)(=O)C1C(=C(C=CC1(OC)OC)C1=CC=CC=C1)C(=O)O